2,2-Difluoroglutarate FC(C(=O)[O-])(CCC(=O)[O-])F